2-methyl-5-((4-(7-methyl-[1,2,4]triazolo[1,5-a]pyridin-6-yl)piperidin-1-yl)sulfonyl)-1,3,4-thiadiazole CC=1SC(=NN1)S(=O)(=O)N1CCC(CC1)C=1C(=CC=2N(C1)N=CN2)C